FC=1C(=C2C(=CN1)N(C(=C2C2=CC=C(C(=O)OC)C=C2)C(C)C)C2=CC=C(C=C2)F)O Methyl 4-[5-fluoro-1-(4-fluorophenyl)-4-hydroxy-2-isopropyl-pyrrolo[2,3-c]pyridin-3-yl]benzoate